3-(tert-butyl)-5-(1-(2,5-dimethoxyphenyl)-5-methyl-1H-1,2,3-triazole-4-carboxamido)phenyl 1-(2,5-dimethoxyphenyl)-5-methyl-1H-1,2,3-triazole-4-carboxylate COC1=C(C=C(C=C1)OC)N1N=NC(=C1C)C(=O)OC1=CC(=CC(=C1)NC(=O)C=1N=NN(C1C)C1=C(C=CC(=C1)OC)OC)C(C)(C)C